propyldihydrofuran C(CC)C1OC=CC1